3-(3,7-dimethylocta-2,6-dien-1-yl)-2,4-dihydroxy-N-methyl-6-pentyl-N-phenylbenzamide CC(=CCC=1C(=C(C(=O)N(C2=CC=CC=C2)C)C(=CC1O)CCCCC)O)CCC=C(C)C